NCC(C(=O)NC=1C=CC=C2C(=CNC12)C=1C=NNC1)C1=CC(=CC=C1)CN 3-amino-2-[3-(aminomethyl)phenyl]-N-[3-(1H-pyrazol-4-yl)-1H-indol-7-yl]propanamide